1-(3-(4-chloro-3-(pyridin-2-ylethynyl)-1H-pyrrolo[2,3-b]pyridin-5-yl)phenyl)-4-(2-methoxyacetyl)piperazin-2-one ClC1=C2C(=NC=C1C=1C=C(C=CC1)N1C(CN(CC1)C(COC)=O)=O)NC=C2C#CC2=NC=CC=C2